C[C@H]1[C@@H]2C[C@@]2(C[C@H]1O)C(C)C (+)-thujan-3-ol